ethyl 5-[[(trans)-4-[4-(pentafluoro-λ6-sulfanyl)phenyl]cyclohexyl]oxy]-1H-1,2,3-triazole-4-carboxylate FS(C1=CC=C(C=C1)[C@@H]1CC[C@H](CC1)OC1=C(N=NN1)C(=O)OCC)(F)(F)(F)F